C(N)(=O)C1=C(C=C(C=C1)C1=CC(=C(C=C1)F)F)N1CC2=CC=C(C=C2C1=O)C(=O)O 2-(4-Carbamoyl-3',4'-difluorobiphenyl-3-yl)-3-oxo-2,3-dihydro-1H-isoindole-5-carboxylic acid